(R)-5-(2,4-dimethylphenyl)-N-(1-(1-(2-(4-methyl-2-oxo-1,2-dihydroquinolin-6-yl)acetyl)piperidin-4-yl)propan-2-yl)picolinamide CC1=C(C=CC(=C1)C)C=1C=CC(=NC1)C(=O)N[C@@H](CC1CCN(CC1)C(CC=1C=C2C(=CC(NC2=CC1)=O)C)=O)C